NC1(CN(C1)C1=CC=C2C(=C1)COC21CN(C1)C[C@H]1CN(C[C@H](O1)C)C1=C2C=CC(=NC2=C(C=C1)C#N)[2H])C 5-[(2S,6R)-2-[[6-(3-amino-3-methyl-azetidin-1-yl)spiro[1H-isobenzofuran-3,3'-azetidine]-1'-yl]methyl]-6-methyl-morpholin-4-yl]-2-deutero-quinoline-8-carbonitrile